C(CC(CO)N)CN=C(N)N (4-amino-5-hydroxypentyl)guanidine